2-amino-5-bromo-3-fluorobenzoate NC1=C(C(=O)[O-])C=C(C=C1F)Br